2-(2-carboxyethylmercapto-thiocarbonylmercapto)propionic acid C(=O)(O)CCSC(=S)SC(C(=O)O)C